NC1=NC=CC(=C1C#CC(=O)N(C)OCCOC)OC1=C(C=C(C=C1)NC(=O)C=1C(N(N=CC1)C1=CC=C(C=C1)F)=O)F N-(4-(2-amino-3-(3-((2-methoxyethoxy)(methyl)amino)-3-oxoprop-1-ynyl)pyridin-4-yloxy)-3-fluorophenyl)-2-(4-fluorophenyl)-3-oxo-2,3-dihydropyridazine-4-carboxamide